C(C1CO1)OCCCCCCCC[Si](OCC)(OCC)C glycidyloxyoctylmethyl-diethoxysilane